(R or S)-2-((R)-1-cyclopropyl-2-hydroxy-2-methylpropyl)-3-methyl-7-(4-(5-methyl-1,3,4-oxadiazol-2-yl)phenyl)isoindolin-1-one C1(CC1)[C@H](C(C)(C)O)N1C(C2=C(C=CC=C2[C@H]1C)C1=CC=C(C=C1)C=1OC(=NN1)C)=O |o1:16|